ClC1=NN=C(C2=CC=CC=C12)N[C@H]1CN(CCC1)C (R)-4-chloro-N-(1-methylpiperidin-3-yl)Phthalazin-1-amine